C(N)(OC(CCCNCC)(C)C)=O [2-(ethylamino) ethyl]Tert-butyl carbamate